C/C(/C=C)=C/CC=C(CCCCCCCCCCC)C (Z)-3,7-dimethyl-1,3,6-octadecatriene